(5-fluoro-2,2-dimethyl-2,3-dihydrofuro[3,2-b]pyridin-3-yl)methanamine FC1=CC=C2C(=N1)C(C(O2)(C)C)CN